C(CC)(=O)OC1=CC=C2C(=CNC2=C1)CCN(CC)CC=C 3-(2-(allyl (ethyl) amino) ethyl)-1H-indol-6-yl propionate